4-(methylsulfonyl)benzamide ethyl-3-[4-(3-bromo-2-methyl-phenoxy)cyclohexyl]-2,2-difluoro-propanoate C(C)OC(C(CC1CCC(CC1)OC1=C(C(=CC=C1)Br)C)(F)F)=O.CS(=O)(=O)C1=CC=C(C(=O)N)C=C1